P(C1=CC=C(N(C)C)C=C1)C1=CC=C(N(C)C)C=C1 4,4'-phosphanediylbis(N,N-dimethylaniline)